C(C)(C)(C)C1=CC(C=C(C1=O)C(C)(C)C)=CC#N 2-(3,5-di-t-butyl-4-oxocyclohexa-2,5-dien-1-ylidene)acetonitrile